2-[4-(bromomethyl)phenyl]-5-(difluoromethyl)-1,3,4-oxadiazole BrCC1=CC=C(C=C1)C=1OC(=NN1)C(F)F